N-(5-chloro-2-pyridyl)1H-pyrrolo[2,3-b]pyridine-3-sulfonamide ClC=1C=CC(=NC1)NS(=O)(=O)C1=CNC2=NC=CC=C21